(5-(5-(2-(3,3-dimethylcyclobutane-1-carboxamido)imidazo[1,2-a]pyridin-5-yl)-2-isopropoxyphenyl)furan-2-yl)phosphonic acid CC1(CC(C1)C(=O)NC=1N=C2N(C(=CC=C2)C=2C=CC(=C(C2)C2=CC=C(O2)P(O)(O)=O)OC(C)C)C1)C